FC=1C=C(CN2N=CC3=CC(=CC=C23)NC=2C3=C(N=CN2)NC=C3C3CCN(CC3)C(C=C)=O)C=CC1 1-(4-(4-((1-(3-fluorobenzyl)-1H-indazol-5-yl)amino)-7H-pyrrolo[2,3-d]pyrimidin-5-yl)piperidin-1-yl)prop-2-en-1-one